methyl t-butyl-1,2-oxazol-3-ylcarbamate C(C)(C)(C)N(C(OC)=O)C1=NOC=C1